(S)-N-(6-(6-fluoropyridin-3-yl)-1-(1-isopropylpyrrolidin-3-yl)-1H-pyrazolo[3,4-d]pyrimidin-4-yl)-5-nitrothiophene-2-carboxamide FC1=CC=C(C=N1)C1=NC(=C2C(=N1)N(N=C2)[C@@H]2CN(CC2)C(C)C)NC(=O)C=2SC(=CC2)[N+](=O)[O-]